(E)-9-(4-(5-carbamoyl-2-(1-ethyl-3-methyl-1H-pyrazole-5-carboxamido)-7-methyl-1H-benzo[d]imidazol-1-yl)but-2-enyl)-2-(1-ethyl-1H-pyrazol-5-yl)-9H-pyrimido[4,5-b]indole-6-carboxamide C(N)(=O)C1=CC2=C(N(C(=N2)NC(=O)C2=CC(=NN2CC)C)C/C=C/CN2C3=C(C4=CC(=CC=C24)C(=O)N)C=NC(=N3)C3=CC=NN3CC)C(=C1)C